5-ethyl-3-methyl-4-oxo-6-(trifluoromethyl)imidazo[4,5-c]pyridin C(C)N1C(C2=C(C=C1C(F)(F)F)N=CN2C)=O